1-undecyl-1-butylpyrrolidinium fluoride [F-].C(CCCCCCCCCC)[N+]1(CCCC1)CCCC